C1(=CC(=CC=C1)C1(CCC1)NC1=NC=CC=N1)C N-(1-(m-tolyl)cyclobutyl)pyrimidin-2-amine